N-[4-[N-(3-aminopropyl)-S-methyl-sulfonimidoyl]-3-methyl-phenyl]-3-[1-(cyclopropylmethyl)-3-(trifluoromethyl)pyrazol-4-yl]imidazo[1,2-a]pyrazin-8-amine NCCCN=S(=O)(C)C1=C(C=C(C=C1)NC=1C=2N(C=CN1)C(=CN2)C=2C(=NN(C2)CC2CC2)C(F)(F)F)C